γ-methyl-leucine CC(C[C@H](N)C(=O)O)(C)C